FC(C1=CC=CC(=N1)NC(=O)C=1C(=CC=2N(C1)C=C(N2)C2CCC(CC2)CN2CCC(CC2)C2=CC=C(C=C2)C2(C(NC(CC2)=O)=O)F)OC(C)C)F N-[6-(difluoromethyl)-2-pyridyl]-2-[4-[[4-[4-(3-fluoro-2,6-dioxo-3-piperidyl)phenyl]-1-piperidyl]methyl]cyclohexyl]-7-isopropoxy-imidazo[1,2-a]pyridine-6-carboxamide